(9Z)-hexadec-9-enoic acid C(CCCCCCC\C=C/CCCCCC)(=O)O